COC1=NC2=CC=NC=C2C=C1CC1=CC=C(C=C1)N1C(O[C@H](C1)C)=O |o1:22| (S or R)-3-(4-((2-methoxy-1,6-naphthyridin-3-yl)methyl)phenyl)-5-methyloxazolidin-2-one